(3aS,4S,6aS)-N-(5-chloro-2,4-difluorophenyl)-6a-cyclopropyl-N,2,2-trimethyl-6-oxotetrahydro-4H-[1,3]dioxolo[4,5-c]pyrrole-4-carboxamide ClC=1C(=CC(=C(C1)N(C(=O)[C@@H]1[C@H]2[C@@](C(N1)=O)(OC(O2)(C)C)C2CC2)C)F)F